N-(1,1-dimethylsilacyclohexan-4-yl)-6-fluoro-4-methoxy-1H-indole-2-carboxamide C[Si]1(CCC(CC1)NC(=O)C=1NC2=CC(=CC(=C2C1)OC)F)C